C(CCCCCCCCCCCCCCC)N1C(=C(C(C(=C1)O)=O)O)C=O N-hexadecyl-2-formyl-3,5-dihydroxypyridin-4-one